(3Z,9Z)-6,7-epoxy-octadecadiene C=C\C=C/CC1C(CCCCCCCCCCC)O1